O=C1N(CCC(N1)=O)C=1C=C(OCC(=O)N2CCC(CC2)CC2CCN(CC2)CC(=O)O)C=CC1C 2-[4-[[1-[2-[3-(2,4-dioxohexahydropyrimidin-1-yl)-4-methyl-phenoxy]acetyl]-4-piperidyl]methyl]-1-piperidyl]acetic acid